N-(5-(2-amino-[1,2,4]triazolo[1,5-a]pyridin-7-yl)-1-methyl-1H-indol-3-yl)-2-(4-fluorophenyl)propanamide NC1=NN2C(C=C(C=C2)C=2C=C3C(=CN(C3=CC2)C)NC(C(C)C2=CC=C(C=C2)F)=O)=N1